C[C@@H]1N(C2=CC=C3C(=C2CC1)N=C(N3CCNCC3=CC(=NO3)C)CCN3C(C=CC=C3)=O)C(=O)OC methyl (S)-7-methyl-3-(2-(((3-methylisoxazol-5-yl)methyl)amino)ethyl)-2-(2-(2-oxopyridin-1(2H)-yl)ethyl)-3,7,8,9-tetrahydro-6H-imidazo[4,5-f]quinoline-6-carboxylate